trans-4-(3,4-difluorophenyl)-5-(iodomethyl)dihydrofuran-2(3H)-one FC=1C=C(C=CC1F)[C@@H]1CC(O[C@H]1CI)=O